S1C=NC2=C1C=CC(=C2)C2=CC=C(C=N2)CNC(C2=CN=C(C=C2O)N2N=CC=C2)=O N-((6-(benzo[d]thiazol-5-yl)pyridin-3-yl)methyl)-4-hydroxy-6-(1H-pyrazol-1-yl)nicotinamide